(7-bromo-2-mercaptobenzo[d]oxazol-4-yl)methanol BrC1=CC=C(C=2N=C(OC21)S)CO